bis(2-butyloctyl)10-[3-(2-aminoethyldisulfanyl)propanoyl-nonyl-amino]nonadecanedioate hydrochloride Cl.C(CCC)C(COC(CCCCCCCCC(CCCCCCCCC(=O)OCC(CCCCCC)CCCC)N(CCCCCCCCC)C(CCSSCCN)=O)=O)CCCCCC